OC(CN1CCN(CC1)C(C(C1=CC=CC=C1)C1=CC=CC=C1)=O)COC1=C2C=CC=NC2=CC=C1 (4-(2-hydroxy-3-(quinolin-5-yloxy)propyl)piperazin-1-yl)-2,2-diphenylethanone